C([C@@H](O)C)(=O)O.C(CCC)N1CN(C=C1)C 1-butyl-3-methylimidazole L-lactate